[C-]#N.C(CCCCCCCCCC)[NH+]1C=C(C=C1)CCCC 1-undecyl-3-butylpyrrolium cyanide